N-2-aminoethylmaleimide trifluoroacetic acid salt FC(C(=O)O)(F)F.NCCN1C(C=CC1=O)=O